OCC1CN(CCC1)C(=O)[O-] 3-(hydroxymethyl)piperidine-1-carboxylate